3-tert-butyl-1-{4-[(1R)-1-(3-chlorophenyl)ethyl]-3-oxo-2H-1,4-benzoxazin-7-yl}urea C(C)(C)(C)NC(NC1=CC2=C(N(C(CO2)=O)[C@H](C)C2=CC(=CC=C2)Cl)C=C1)=O